(S)-6-(3-(2-(1H-pyrrolo[2,3-b]pyridin-3-yl)thiazol-4-yl)phenyl)-3-methyl-5,6-dihydro-4H-cyclopenta[d]isoxazol-6-ol N1C=C(C=2C1=NC=CC2)C=2SC=C(N2)C=2C=C(C=CC2)[C@]2(CCC=1C(=NOC12)C)O